C(CCCCCCCCCCCCCCCCCCCC(C)C)(=O)O isotricosanoic acid